ClC1=C(C(=C2N1CCN(C2)C(=O)NC2CCOCC2)C(=O)N)C2=CC=CC=C2 6-chloro-7-phenyl-N2-(tetrahydro-2H-pyran-4-yl)-3,4-dihydropyrrolo[1,2-a]pyrazine-2,8(1H)-dicarboxamide